1-[(6,7-dimethyl-2-oxo-1H-quinolin-3-yl)methyl]-3-(2-morpholinoethyl)-1-(2-pyridylmethyl)thiourea CC=1C=C2C=C(C(NC2=CC1C)=O)CN(C(=S)NCCN1CCOCC1)CC1=NC=CC=C1